3-iodophenyldiphenylamine IC=1C=C(C=CC1)N(C1=CC=CC=C1)C1=CC=CC=C1